tert-butyl (2R,3S)-2-((((1s,4S)-4-(2-(2-(tert-butoxy)-2-oxoethoxy)-6-methylphenyl)cyclohexyl)oxy)methyl)-3-((4-methoxybenzyl)amino)pyrrolidine-1-carboxylate C(C)(C)(C)OC(COC1=C(C(=CC=C1)C)C1CCC(CC1)OC[C@@H]1N(CC[C@@H]1NCC1=CC=C(C=C1)OC)C(=O)OC(C)(C)C)=O